N-(propoxymethyl)methacrylamide C(CC)OCNC(C(=C)C)=O